CC=1C(=C(C(=O)O)C=C(C1C1=CC=CC=2CN(COC21)C(C2=C(C=C(C=C2Cl)N2[C@@H](CN(CC2)C)C)Cl)=O)F)O.C(C)(C)(C)C2=C(C=CC=C2)NCC(=O)O N-(2-tert-butylphenyl)glycine Methyl-4-[3-[2,6-dichloro-4-[(2R)-2,4-dimethylpiperazin-1-yl]benzoyl]-2,4-dihydro-1,3-benzoxazin-8-yl]-5-fluoro-2-hydroxybenzoate